2-(cyanomethyl)-5-(2,3-dichloro-6-methoxyphenyl)pyrrolidine-1-carboxylate C(#N)CC1N(C(CC1)C1=C(C(=CC=C1OC)Cl)Cl)C(=O)[O-]